FC1(CNC1)[C@@H]1N=C(OC1)N1[C@H](C2=CC=CC=C2CC1)C1=CC=C(C=C1)F (R)-4-(3-fluoroazetidin-3-yl)-2-((S)-1-(4-fluorophenyl)-3,4-dihydroisoquinolin-2(1H)-yl)-4,5-dihydrooxazole